N-((5-bromo-3-methylthiophen-2-yl)methyl)acetamide tert-butyl-N-[[1-(3-fluoro-4-nitro-pyrazol-1-yl)cyclopropanecarbonyl]-amino]carbamate C(C)(C)(C)OC(NNC(=O)C1(CC1)N1N=C(C(=C1)[N+](=O)[O-])F)=O.BrC1=CC(=C(S1)CNC(C)=O)C